5-dodecylheptadecyl 5-(methoxy (methyl) amino)-5-oxopentanoate CON(C(CCCC(=O)OCCCCC(CCCCCCCCCCCC)CCCCCCCCCCCC)=O)C